N1=CC=C(C=C1)C=1NC2=NC(=NC=C2N1)C=O 8-(pyridin-4-yl)-9H-purine-2-carbaldehyde